(1β,3β,16β,22S)-cholest-5-ene-1,3,16,22-tetrol CC(C)CC[C@@H]([C@@H](C)[C@H]1[C@H](C[C@H]2[C@@H]3CC=C4C[C@H](C[C@H]([C@]4(C)[C@H]3CC[C@]12C)O)O)O)O